(R)-1-(6-(trifluoromethyl)pyridin-3-yl)pyrrolidin FC(C1=CC=C(C=N1)N1CCCC1)(F)F